anthraquinone-2,7-disulfonate C1=C(C=CC=2C(C3=CC=C(C=C3C(C12)=O)S(=O)(=O)[O-])=O)S(=O)(=O)[O-]